COC(CC(C(=O)OC)CC(OC)OC)OC Methyl 2-(2,2-dimethoxyethyl)-4,4-dimethoxy-butanoate